NC1=NN(C=C1C=1C2=C(N=CN1)NC=C2)C2(CN(C2)S(=O)(=O)NCC(F)(F)F)CC#N 3-(3-amino-4-(7H-pyrrolo[2,3-d]pyrimidin-4-yl)-1H-pyrazol-1-yl)-3-(cyanomethyl)-N-(2,2,2-trifluoroethyl)azetidine-1-sulfonamide